2-[4-(5-amino-4-cyano-1-isopropylpyrazol-3-yl)-2,3-difluorophenyl]acetic acid methyl ester COC(CC1=C(C(=C(C=C1)C1=NN(C(=C1C#N)N)C(C)C)F)F)=O